tetracosyl phosphate P(=O)(OCCCCCCCCCCCCCCCCCCCCCCCC)([O-])[O-]